OCCCSN[C@@H](C)C(=O)O 3-hydroxypropyl-thio-L-alanine